2-(diphenylphosphino)-1-cyclohexanecarboxylic acid C1(=CC=CC=C1)P(C1C(CCCC1)C(=O)O)C1=CC=CC=C1